N1=C(C=CC=C1)C(C)NC(=O)[C@@H]1CN(CC[C@H]1NC(=O)C1=NOC(=C1)C1=C(C=C(C=C1)F)F)CC |o1:11,16| (3R*,4R*)-4-{[5-(2,4-Difluoro-phenyl)-isoxazole-3-carbonyl]-amino}-1-ethyl-piperidine-3-carboxylic acid (1-pyridin-2-yl-ethyl)-amide